methyl 2-(2,2-difluorocyclopropyl)-6-fluorobenzoate FC1(C(C1)C1=C(C(=O)OC)C(=CC=C1)F)F